CC(NCCCC=C)C(=O)O alpha-methyl-(4-pentenyl)glycine